C1(=CC=CC=C1)S(=O)(=O)NC=1C=C(C=CC1)/C=C/C[C@@H](COC1=C(C=CC=C1)CCC(=O)O)O 3-[2-[(E,2S)-5-[3-(Benzenesulfonamido)phenyl]-2-hydroxypent-4-enoxy]phenyl]propanoic acid